ClCC1=C(C=NN1CC)C(F)(F)F 5-(chloromethyl)-1-ethyl-4-(trifluoromethyl)pyrazole